6-Chloro-1,5,7-trimethyl-N-(1-(2-(trifluoromethyl)pyridin-4-yl)azetidin-3-yl)-1H-pyrrolo[3,2-b]pyridine-2-carboxamide ClC=1C(=C2C(=NC1C)C=C(N2C)C(=O)NC2CN(C2)C2=CC(=NC=C2)C(F)(F)F)C